C(=C)C[Si](C)(C)CCCCCCCCCCCCCC vinyl-tetradecyl-trimethylsilane